FC(C(=O)O)(F)F.FC1=C(C=CC(=C1)F)S(=O)(=O)NC=1C(=NC=C(C1)C1=CC=C2C(=CN=C(C2=C1)N1CCNCC1)F)OC 2,4-difluoro-N-(5-(4-fluoro-1-(piperazin-1-yl)isoquinolin-7-yl)-2-methoxypyridin-3-yl)benzenesulfonamide trifluoroacetate salt